Tri(2-ethyl-1-pentyl)citrat C(C)C(CC(C(C(C(=O)[O-])(CC(CCC)CC)CC(CCC)CC)(O)C(=O)[O-])C(=O)[O-])CCC